((5-amino-8-(4-fluorophenyl)pyrido[4,3-d]pyrimidin-2-yl)amino)cyclopentan-1-ol methyl-2-methyl-7-((tetrahydro-2H-pyran-4-yl)oxy)imidazo[1,2-a]pyridine-6-carboxylate CC1=C(N=C2N1C=C(C(=C2)OC2CCOCC2)C(=O)OC2(CCCC2)NC=2N=CC1=C(N2)C(=CN=C1N)C1=CC=C(C=C1)F)C